5-(4-(hydroxymethyl)-2-(1-methyl-1H-pyrazol-4-yl)phenyl)-3-methylenedihydrofuran-2(3H)-one OCC1=CC(=C(C=C1)C1CC(C(O1)=O)=C)C=1C=NN(C1)C